1-methyl-4-(prop-2-ynyloxy)piperidine CN1CCC(CC1)OCC#C